chlorohexylmethane diisocyanate [N-]=C=O.[N-]=C=O.ClCCCCCCC